(2R,4S)-N-((S)-1-oxo-1-((4-(5-(trifluoromethyl)-1,2,4-oxadiazol-3-yl)benzyl)amino)propan-2-yl)-4-phenylpiperidine-2-carboxamide trifluoroacetate salt FC(C(=O)O)(F)F.O=C([C@H](C)NC(=O)[C@@H]1NCC[C@@H](C1)C1=CC=CC=C1)NCC1=CC=C(C=C1)C1=NOC(=N1)C(F)(F)F